(1R,2R)-1-amino-6-fluoro-4,4-dimethyl-1,2,3,4-tetrahydronaphthalen-2-ol (2S,3S)-2,3-dihydroxysuccinate monohydrate O.O[C@H](C(=O)O)[C@@H](C(=O)O)O.N[C@H]1[C@@H](CC(C2=CC(=CC=C12)F)(C)C)O